NC(C(=O)O)CC1=CC=C2C=CC3=CC=CC4=CC=C1C2=C34 2-amino-3-(pyren-1-yl)propionic acid